1,3-bis(t-butoxyisopropyl)benzene C(C)(C)(C)OC(C)(C)C1=CC(=CC=C1)C(C)(C)OC(C)(C)C